FC(C(=O)O)(F)F.NCC(CC=1N(C(NN1)=O)CCC=1SC(=CC1)C=1C=NC(=CC1)N(C)C)=C(F)F [2-(aminomethyl)-3,3-difluoro-allyl]-4-[2-[5-[6-(dimethylamino)-3-pyridinyl]-2-thienyl]ethyl]-1,2,4-triazol-3-one trifluoroacetate salt